β-fluoroacrylic acid FC=CC(=O)O